7-[[2-[[2-(2,6-dioxo-3-piperidyl)-1-oxo-isoindolin-4-yl]amino]acetyl]amino]heptanoic acid O=C1NC(CCC1N1C(C2=CC=CC(=C2C1)NCC(=O)NCCCCCCC(=O)O)=O)=O